5-cyano-N-(1-(4-(difluoromethoxy)phenyl)-2,2,2-trifluoroethyl)-N-methylpyridine-3-sulfonamide C(#N)C=1C=C(C=NC1)S(=O)(=O)N(C)C(C(F)(F)F)C1=CC=C(C=C1)OC(F)F